BrC1=C(SC2=C1N(C(=C2)C(=O)O)CC2=CC=C(C=C2)C(F)(F)F)F 3-bromo-2-fluoro-4-[[4-(trifluoromethyl)phenyl]methyl]thieno[3,2-b]pyrrole-5-carboxylic acid